O=C1NC(CCC1N1C(C2=CC=CC(=C2C1=O)N(C1CCC(CC1)C(=O)N1C[C@@H](CC1)C(=O)O)C)=O)=O (3R)-1-((1R,4R)-4-((2-(2,6-dioxopiperidin-3-yl)-1,3-dioxoisoindolin-4-yl)(methyl)amino)cyclohexane-1-carbonyl)pyrrolidine-3-carboxylic acid